ClC=1C=NC=CC1C1CN(C1)[C@@H]1[C@@H](CCCC1)OC=1C=C2CN(C(C2=CC1)=O)C1C(NC(CC1)=O)=O 3-(5-(((1R,2S)-2-(3-(3-chloropyridin-4-yl)azetidin-1-yl)cyclohexyl)oxy)-1-oxoisoindolin-2-yl)piperidine-2,6-dione